Cl.N[C@@H](C)C1=NC=NN1C=1SC(=CN1)C(=O)N(C)C1CC1 2-{5-[(1S)-1-aminoethyl]-1H-1,2,4-triazol-1-yl}-N-cyclopropyl-N-methyl-1,3-thiazole-5-carboxamide hydrochloride